FC1=C(C=CC(=C1)SC)NC1N(C(C2=CN(C(C=C2C1)=O)C)=O)CC1=CC=C(C=C1)OC ((2-fluoro-4-(methylthio)phenyl)amino)-2-(4-methoxybenzyl)-7-methyl-3,4-dihydro-2,7-naphthyridine-1,6(2H,7H)-dione